C(C)OC1=C(C=CC=C1)C=1C=C2C(=NC1)NC(N2CC2=CC(=CC=C2)F)=O 6-(2-ethoxyphenyl)-1-[(3-fluorophenyl)methyl]-3H-imidazo[4,5-b]pyridin-2-one